NC1=NC=CC(=C1OC1C2C3=C(C1CC2)C=C(C=C3)OC=3C(=NC=CC3C(F)(F)F)N)C(F)(F)F 3,6-bis(2-amino-4-trifluoromethyl-3-pyridyloxy)benzonorbornene